ClC1=NC=C(C(=C1)C1=C(C=NC(=C1)C)C(=O)NC=1SC2=C(N1)CN(C2)C(C2=NC(=C(C=C2)OC(F)(F)F)Cl)=O)OC 2'-Chloro-N-(5-(6-chloro-5-(trifluoro-methoxy)picolinoyl)-5,6-dihydro-4H-pyrrolo[3,4-d]thiazol-2-yl)-5'-methoxy-6-methyl-[4,4'-bipyridine]-3-carboxamide